2,6-di-t-butyl-4-methoxyphenol C(C)(C)(C)C1=C(C(=CC(=C1)OC)C(C)(C)C)O